Azosulfan N(=NS)S